adenylyl-(3'→5')-3'-deoxy-3'-fluoroguanosine [C@@H]1([C@H](O)[C@H](OP(=O)(O)OC[C@@H]2[C@H]([C@H]([C@@H](O2)N2C=NC=3C(=O)NC(N)=NC23)O)F)[C@@H](CO)O1)N1C=NC=2C(N)=NC=NC12